N-(1-Methyl-1H-pyrazol-3-yl)-3-((1-oxo-6-(5-(trifluoromethyl)-1H-pyrazol-4-yl)isoquinolin-2(1H)-yl)methyl)benzamide CN1N=C(C=C1)NC(C1=CC(=CC=C1)CN1C(C2=CC=C(C=C2C=C1)C=1C=NNC1C(F)(F)F)=O)=O